2-isopropyl-4-(methylthio)pyridin-3-amine C(C)(C)C1=NC=CC(=C1N)SC